C1(=CC=CC=C1)C(C(=O)[O-])C α-phenylpropionate